N-(30-(9Z,12Z-octadecadienoyloxy)-triacontanoyl)-eicosasphinganine C(C=CC=CCCCCCCCCCCCCC)(=O)OCCCCCCCCCCCCCCCCCCCCCCCCCCCCCC(=O)N[C@@H](CO)[C@H](O)CCCCCCCCCCCCCCCCC